(1S)-1-(4-cyclopropyl-6-(2-methyl-2H-pyrazolo[3,4-b]pyridin-5-yl)thieno[2,3-b]pyridin-2-yl)ethanol C1(CC1)C1=C2C(=NC(=C1)C1=CC=3C(N=C1)=NN(C3)C)SC(=C2)[C@H](C)O